6-chloro-8-(1H-pyrazol-1-yl)pyrido[3,2-d]pyrimidin-4-amine ClC=1C=C(C=2N=CN=C(C2N1)N)N1N=CC=C1